C(C)OC(=O)C=1N=NNC1S(=O)C1=CC(=CC=C1)C#CCC(C)C 5-(3-(4-methylpent-1-ynyl)phenylsulfinyl)-1H-1,2,3-triazole-4-carboxylic acid ethyl ester